O[C@@H](CON=C(N)C1(CCC1)C)CN1CCCCC1 |r| rac-N'-[2-hydroxy-3-(1-piperidyl)propoxy]-1-methyl-cyclobutanecarboxamidine